(4-(3-(2,5-dimethyl-1,2,3,4-tetrahydroisoquinolin-7-yl)-6-isocyano-1H-indazol-5-yl)-3-fluoro-5-methylphenyl)-N-methylamine CN1CC2=CC(=CC(=C2CC1)C)C1=NNC2=CC(=C(C=C12)C1=C(C=C(C=C1C)NC)F)[N+]#[C-]